1-(5-bromo-1H-indol-3-yl)-3-((tert-butyldiphenylsilyl)oxy)-2,2-dimethylpropan BrC=1C=C2C(=CNC2=CC1)CC(CO[Si](C1=CC=CC=C1)(C1=CC=CC=C1)C(C)(C)C)(C)C